Cl.FC1(CN(CC1)C(=O)C=1C(=NC=CC1C)C1=C2C(=NC=C1)C=C(S2)CN2C(C1C(C1C2=O)(C)C)=O)F 3-((7-(3-(3,3-difluoropyrrolidine-1-carbonyl)-4-methylpyridin-2-yl)thieno[3,2-b]pyridin-2-yl)methyl)-6,6-dimethyl-3-azabicyclo[3.1.0]hexane-2,4-dione hydrochloride